1-(1,2,3,5,6,7-hexahydro-s-indacen-4-yl)-3-[(4-[6-hydroxy-2-azaspiro[3.3]heptane-2-carbonyl]furan-2-yl)(imino)oxo-lambda6-sulfanyl]urea C1CCC2=C(C=3CCCC3C=C12)NC(=O)NS(=O)(=N)C=1OC=C(C1)C(=O)N1CC2(C1)CC(C2)O